FC=1C=C2C(=C(NC2=C(C1)F)C1=CC=C(C=C1)F)CC1CN(C1)C(C(=O)N)=O 2-[3-[[5,7-Difluoro-2-(4-fluorophenyl)-1H-indol-3-yl]methyl]azetidin-1-yl]-2-oxo-acetamide